N-(benzo[d][1,3]dioxol-5-ylmethyl)-5-chloro-2,4-dihydroxy-N-methylbenzamide O1COC2=C1C=CC(=C2)CN(C(C2=C(C=C(C(=C2)Cl)O)O)=O)C